ClC1=CC(=C(C=C1)N1C(SC2=C1C=CC(=C2)O)=O)F (4-chloro-2-fluoro-phenyl)-6-hydroxybenzothiazol-2(3H)-one